(R)-5-(2-amino-5-(4-(2-isopropylmorpholino)phenyl)pyridin-3-yl)isoindolin-1-one NC1=NC=C(C=C1C=1C=C2CNC(C2=CC1)=O)C1=CC=C(C=C1)N1C[C@H](OCC1)C(C)C